BrC=1C(=NC=NC1C)OC 5-bromo-4-methoxy-6-methylpyrimidine